C(C)(C)(C)C1=CC=C(C=C1)[C@H](C)NC(=O)C1=CC=C2C(=C(N(C2=C1)CC1CC1)C)CC=1C=CC(=C(O[C@H](C(=O)O)C)C1)Cl (S)-2-(5-((6-(((S)-1-(4-(tert-butyl)phenyl)ethyl)carbamoyl)-1-(cyclopropylmethyl)-2-methyl-1H-indol-3-yl)methyl)-2-chlorophenoxy)propanoic acid